ClC1=C(C=C(OCC(=O)NC23CC(C2)(C3)C=3OC(=NN3)[C@@H]3OC2=C([C@@H](C3)O)C=C(C=C2)Cl)C=C1)F |r| 2-(4-chloro-3-fluorophenoxy)-N-(3-{5-[rac-(2R,4R)-6-chloro-4-hydroxy-3,4-dihydro-2H-1-benzopyran-2-yl]-1,3,4-oxadiazol-2-yl}bicyclo[1.1.1]pent-1-yl)acetamide